C(C)(=O)OCC\C(=C\C[C@H](CCC=C)C(=C)C)\C (3E,6S)-6-isopropenyl-3-methyl-3,9-decadienyl acetate